BrC1=CC(=C(C=C1)N1N=C(C=C1)O)CCO[Si](C)(C)C(C)(C)C (4-bromo-2-(2-((tert-butyldimethylsilyl)oxy)ethyl)-phenyl)-1H-pyrazol-3-ol